OCC=1C=C(C=C(C1)CO)NC([C@H](C)NC([C@H](C(C)C)NC(OCC=C)=O)=O)=O Allyl ((S)-1-(((S)-1-((3,5-bis(hydroxymethyl)phenyl)amino)-1-oxopropan-2-yl)amino)-3-methyl-1-oxobutan-2-yl)carbamate